L-4-Hydroxyphenylglycine myristyl-γ-picolinate chloride [Cl-].C(CCCCCCCCCCCCC)C1=NC=CC(=C1)C(=O)[O-].OC1=CC=C([C@H](N)C(=O)O)C=C1